N-(3-(N-cyclopentyl-N-((1-ethyl-1,2,3,4-tetrahydroquinolin-6-yl)methyl)sulfamoyl)phenyl)-2-phenylacetamide C1(CCCC1)N(S(=O)(=O)C=1C=C(C=CC1)NC(CC1=CC=CC=C1)=O)CC=1C=C2CCCN(C2=CC1)CC